C(CCCCC)NC1=CC=CC=C1 N-hexyl-aniline